(4-(5-aminoisoxazol-3-yl)piperidin-1-yl)(3-(trifluoromethyl)phenyl)methanone NC1=CC(=NO1)C1CCN(CC1)C(=O)C1=CC(=CC=C1)C(F)(F)F